CC=1C(=NC=CC1)CN1C[C@H](CC1)N1C(N(C=2C1=NC=CC2)C2=CC=C(CNCC(=O)O)C=C2)=O (S)-(4-(3-(1-((3-methylpyridin-2-yl)methyl)pyrrolidin-3-yl)-2-oxo-2,3-dihydro-1H-imidazo[4,5-b]pyridin-1-yl)benzyl)glycine